N-isopropylidene-2-methyl-propane-2-sulfinamide C(C)(C)=NS(=O)C(C)(C)C